((4r,5s,7r,8r,9s,10r)-8,10-dihydroxy-7-(hydroxymethyl)-9-(4-(3,4,5-trifluorophenyl)-1H-1,2,3-triazol-1-yl)-1,6-dioxaspiro[4.5]dec-4-yl)-2,3-dihydro-1H-indene-1-carboxamide O[C@H]1[C@H](O[C@@]2([C@H](CCO2)C2(CCC3=CC=CC=C23)C(=O)N)[C@@H]([C@H]1N1N=NC(=C1)C1=CC(=C(C(=C1)F)F)F)O)CO